N-methoxy-2-[(4-methoxyphenyl)methyl]-N-methyl-3-oxo-7-(trifluoromethyl)-1H-isoindole-5-carboxamide CON(C(=O)C=1C=C2C(N(CC2=C(C1)C(F)(F)F)CC1=CC=C(C=C1)OC)=O)C